N-({6-[(4-methylpiperidin-1-yl)methyl]imidazo[1,2-a]pyridin-2-yl}methyl)-4-oxo-4H-pyrido[1,2-a]pyrimidine-2-carboxamide CC1CCN(CC1)CC=1C=CC=2N(C1)C=C(N2)CNC(=O)C=2N=C1N(C(C2)=O)C=CC=C1